4-chloro-N-ethylbenzamide trifluoroacetate salt FC(C(=O)O)(F)F.ClC1=CC=C(C(=O)NCC)C=C1